2-hydroxyethyl propenoate C(C=C)(=O)OCCO